1,3-dichloro-5-trifluoromethyl-benzene ClC1=CC(=CC(=C1)C(F)(F)F)Cl